C1(CC1)CN1N=C2C3=C(CCC2=C1)OC(=C3C(F)(F)F)C(=O)NC[C@H]3OCCOC3 2-(Cyclopropylmethyl)-N-{[(2R)-1,4-dioxan-2-yl]methyl}-8-(trifluoromethyl)-4,5-dihydro-2H-furo[2,3-g]indazol-7-carboxamid